N[C@@H]1CC(C[C@](C1)(CN)C)(C)C trans-5-amino-1,3,3-trimethylcyclohexanemethylamine